tert-butyl (3-(3-(6-(furan-3-yl)-1-((2-(trimethylsilyl)ethoxy)methyl)-1H-benzo[d]imidazol-2-yl)-1-((2-(trimethylsilyl)ethoxy)methyl)-1H-indazole-5-carboxamido)propyl)carbamate O1C=C(C=C1)C=1C=CC2=C(N(C(=N2)C2=NN(C3=CC=C(C=C23)C(=O)NCCCNC(OC(C)(C)C)=O)COCC[Si](C)(C)C)COCC[Si](C)(C)C)C1